7-{3-[(2-hydroxyethoxy)imino]azetidin-1-yl}-5-methyl-4-oxo-1-(1,3-thiazol-2-yl)-1,4-dihydro-1,8-naphthyridine-3-carboxylic acid OCCON=C1CN(C1)C1=CC(=C2C(C(=CN(C2=N1)C=1SC=CN1)C(=O)O)=O)C